6-[1-(2-Fluoro-6-methyl-phenyl)-piperidin-4-yl]-2-methyl-4-(3-trifluoromethyl-pyridin-2-ylmethyl)-2,4,6,7-tetrahydro-pyrazolo[4,3-d]pyrimidin-5-on FC1=C(C(=CC=C1)C)N1CCC(CC1)N1C(N(C=2C(C1)=NN(C2)C)CC2=NC=CC=C2C(F)(F)F)=O